monomethoxysilane CO[SiH3]